FC1=C(C(=O)N([C@H]2CNCCC2)C2=NC=CC3=CC=CC(=C23)C)C=CC(=C1)NC1=NC=CC(=N1)N1CCC(CC1)(C)CO 2-fluoro-4-({4-[4-(hydroxymethyl)-4-methylpiperidin-1-yl]pyrimidin-2-yl}amino)-N-(8-methylisoquinolin-1-yl)-N-[(3R)-piperidin-3-yl]benzamide